3,5-diiodoaniline IC=1C=C(N)C=C(C1)I